2-[3-(4-Fluoro-benzyl)-3H-imidazo[4,5-b]pyridin-2-ylsulfanyl]-N-[(S)-1-(4-fluoro-phenyl)-ethyl]-acetamide FC1=CC=C(CN2C(=NC=3C2=NC=CC3)SCC(=O)N[C@@H](C)C3=CC=C(C=C3)F)C=C1